1,6-diisocyanato-2,4,4-trimethyl-hexane N(=C=O)CC(CC(CCN=C=O)(C)C)C